C(C)[C@H](C(=O)N)C(C1=CC=C(C=C1)S(=O)(=O)CC1CC1)C1=NC2=C(N1)C=C(C(=C2)C2=C(C=CC=C2)OC(F)F)Cl ethyl-(S)-3-(6-chloro-5-(2-(difluoromethoxy)phenyl)-1H-benzo[d]imidazol-2-yl)-3-(4-((cyclopropylmethyl)sulfonyl)phenyl)propanamide